chloroethyl ethylene oxide ClCCC1CO1